2-(1-benzyl-4,4-difluoro-5-methylpiperidin-3-yl)-2-methylpropanoic acid methyl ester COC(C(C)(C)C1CN(CC(C1(F)F)C)CC1=CC=CC=C1)=O